N,3-dimethyl-1-(1-methyl-3-(1-methyl-1H-pyrazol-4-yl)-1H-indazol-5-yl)-5,6-dihydroimidazo[1,5-a]pyrazine-7(8H)-carboxamide CNC(=O)N1CC=2N(CC1)C(=NC2C=2C=C1C(=NN(C1=CC2)C)C=2C=NN(C2)C)C